CC1C(=CCCN1C(=O)OC(C)(C)C)C1=CC=CC=C1 tert-Butyl 6-methyl-5-phenyl-3,6-dihydro-2H-pyridine-1-carboxylate